[N-](S(=O)(=O)C(F)(F)F)S(=O)(=O)C(F)(F)F.C[N+](CCCOC)(CC)C N,N-dimethyl-N-ethyl-N-(3-methoxypropyl)ammonium bis(trifluoromethanesulfonyl)imide